C(CCC)OC(C=C)=O acrylic acid-n-butyl ester